FC1=CC=C(C=C1)C=1CC2=CC=CC=C2C1 2-(4-fluorophenyl)-1H-indene